CC=1C=CC=2OC3(C(NC2N1)=C=O)CC3 6'-methyl-3'-carbonyl-3',4'-dihydrospiro[cyclopropane-1,2'-pyrido[3,2-b][1,4]oxazine]